acetamidobenzoic acid C(C)(=O)NC1=C(C(=O)O)C=CC=C1